C(C)(C)(C)N1CCC(CC1)COC1=CC2=C(N(N=N2)C2=NC(=NC(=C2)C=2OC=CC2)N)C=C1 tert-butyl-4-[([1-[2-amino-6-(furan-2-yl)pyrimidin-4-yl]-1,2,3-benzotriazol-5-yl]oxy)methyl]piperidine